C1(CCCC1)NC1=NC=CC=C1C1=CC(=C(C(=C1)F)C1C(C1)CCC(=O)O)F 3-{2-[4-(2-cyclopentylamino-pyridin-3-yl)-2,6-difluoro-phenyl]-cyclopropyl}-propionic acid